5-(2-(Azetidin-1-yl)ethoxy)-6'-chloro-N-((1s,4s)-4-fluorocyclohexyl)-[2,3'-bipyridin]-4'-amine N1(CCC1)CCOC=1C=CC(=NC1)C=1C=NC(=CC1NC1CCC(CC1)F)Cl